O1C=C(C=C1)C1=CC(=CC(N1)=O)N1[C@@H](COCC1)C 6-(3-furyl)-4-[(3R)-3-methylmorpholin-4-yl]-1H-pyridin-2-one